6-benzyl-3-((1-methyl-1H-pyrazol-3-yl)methyl)-2,3,4,6-tetrahydropyrido[3,4-c][1,8]naphthyridin-5(1H)-one C(C1=CC=CC=C1)N1C(C2=C(C=3C=CC=NC13)CCN(C2)CC2=NN(C=C2)C)=O